FC(OC1=CC=CC=2C(N(C3C=4N(C(C21)C3)C3=C(N4)C=CC(=C3)C#CC3(CNCC3)C)C([2H])([2H])[2H])=O)F (difluoromethoxy)-6-(methyl-d3)-11-((3-methylpyrrolidin-3-yl)ethynyl)-6,7-dihydro-7,14-methanobenzo[f]benzo[4,5]imidazo[1,2-a][1,4]diazocin-5(14H)-one